OC1=CC=2CN(N3C(C2C2=C1OCC2)=CC(C(=C3)C(=O)OCC)=O)C(C)C ethyl 4-hydroxy-7-isopropyl-11-oxo-2,6,7,11-tetrahydro-1H-furo[2,3-H]pyrido[2,1-a]phthalazine-10-carboxylate